ClC1=C(C=NC2=CC=C(C=C12)OC)C#CCCCCl 4-chloro-3-(5-chloropent-1-yn-1-yl)-6-methoxyquinoline